C(#N)C=1C=2N(C=C(C1)C1CC1)C=C(N2)CN2N=CC(=C2)C(=O)OCC ethyl 1-((8-cyano-6-cyclopropylimidazo[1,2-a]pyridin-2-yl)methyl)-1H-pyrazole-4-carboxylate